tert-butyl 7-[(6-chloro-2-methyl-pyridine-3-carbonyl)amino]-4-azaspiro[2.5]octane-4-carboxylate ClC1=CC=C(C(=N1)C)C(=O)NC1CCN(C2(CC2)C1)C(=O)OC(C)(C)C